5-[(3S)-3-hydroxyazepan-1-yl]-4-nitro-thiophene-2-carboxylic acid O[C@@H]1CN(CCCC1)C1=C(C=C(S1)C(=O)O)[N+](=O)[O-]